1-(2-(3-hydroxy-3-methylazetidin-1-yl)pyrimidin-5-yl)-3-(2,2,2-trifluoro-1-(5-fluoro-3-methylbenzofuran-2-yl)ethyl)urea OC1(CN(C1)C1=NC=C(C=N1)NC(=O)NC(C(F)(F)F)C=1OC2=C(C1C)C=C(C=C2)F)C